SCCC[Si](OC)(OC)OC gamma-mercapto-propyltrimethoxysilane